4-hydroxyisophthalic acid sodium salt [Na+].OC1=C(C=C(C(=O)[O-])C=C1)C(=O)[O-].[Na+]